CC12CC(C1)(C2)C2=NOC(=C2)NC(=O)CC2=CC=C(C(=O)O)C=C2 4-[[(3-[3-Methylbicyclo[1.1.1]pentan-1-yl]-1,2-oxazol-5-yl)carbamoyl]methyl]benzoic acid